N5-((1r,4R)-4-hydroxycyclohexyl)-N3-methyl-1H-pyrazole-3,5-dicarboxamide OC1CCC(CC1)NC(=O)C1=CC(=NN1)C(=O)NC